C(C1=CC=CC=C1)N1CC(CC1)(O)CNC(CCl)=O N-((1-benzyl-3-hydroxypyrrolidin-3-yl)methyl)-2-chloroacetamide